Magnesium calcium carbonat-Hydrat O.C([O-])([O-])=O.[Ca+2].[Mg+2].C([O-])([O-])=O